C(=O)O.C(C)N(CCC1=CC=CC2=CC(=CC=C12)OC)C N-ethyl-2-(6-methoxynaphthalen-1-yl)-N-methylethan-1-amine formate